(3R,7S)-2-(3,4-dichlorobenzoyl)-9-((R)-1-(4-(difluoromethoxy)phenyl)ethyl)-N,3-dimethyl-10-oxo-1,2,3,4,7,8,9,10-octahydropyrido[4',3':3,4]pyrazolo[1,5-a]pyrazine-7-carboxamide ClC=1C=C(C(=O)N2CC=3C(=NN4C3C(N(C[C@H]4C(=O)NC)[C@H](C)C4=CC=C(C=C4)OC(F)F)=O)C[C@H]2C)C=CC1Cl